C(C)(=O)[O-].[Pd+2].C(CCC)P(C12CC3CC(CC(C1)C3)C2)C23CC1CC(CC(C2)C1)C3.C(CCC)P(C31CC2CC(CC(C3)C2)C1)C12CC3CC(CC(C1)C3)C2.C(C)(=O)[O-] bis(n-butyl-di-1-adamantylphosphine) palladium acetate